(trans)-3-((7-cyano-5-(((R)-tetrahydrofuran-3-yl)amino)-2,6-naphthyridin-3-yl)amino)cyclobutane C(#N)C1=NC(=C2C=C(N=CC2=C1)NC1CCC1)N[C@H]1COCC1